1-(benzofuran-2-yl)-N-(p-tolyl)methylamine O1C(=CC2=C1C=CC=C2)CNC2=CC=C(C=C2)C